ClC=1C=CC(=C(C(=O)O)C1)N[C@H](C)C=1C=C(C=C2C(C(=C(OC12)C1=CC=CC=C1)C)=O)C 5-Chloro-2-[[(1R)-1-(3,6-dimethyl-4-oxo-2-phenyl-chromen-8-yl)ethyl]amino]benzoic acid